3-((4-Cyano-3-fluorophenoxy)methyl)-3-(hydroxymethyl)azetidin-1-ium trifluoroacetate salt FC(C(=O)[O-])(F)F.C(#N)C1=C(C=C(OCC2(C[NH2+]C2)CO)C=C1)F